4,5-bis(chloromethyl)thiophene-2-carboxylic acid methyl ester COC(=O)C=1SC(=C(C1)CCl)CCl